1-[(5-FORMYL-2-FURYL)METHYL]PYRAZOLE-4-CARBOXYLIC ACID C(=O)C1=CC=C(O1)CN1N=CC(=C1)C(=O)O